ClC1=CC=C2C(=NN(C2=C1)C1=CC(=CC=C1)S(=O)(=O)C)C(C)N1N=C(C=2C1=NC=NC2N)C2=CC(=C(C=C2)OC)F (1-(6-chloro-1-(3-(methylsulfonyl)phenyl)-1H-indazol-3-yl)ethyl)-3-(3-fluoro-4-methoxyphenyl)-1H-pyrazolo[3,4-d]pyrimidin-4-amine